N1-(5-Chloro-3-isopropylpyrazolo[1,5-a]pyrimidin-7-yl)benzene-1,3-diamine ClC1=NC=2N(C(=C1)NC1=CC(=CC=C1)N)N=CC2C(C)C